[(5S)-2-oxo-1,3-oxazolidin-5-yl]methyl 4-methyl-benzene-1-sulfonate CC1=CC=C(C=C1)S(=O)(=O)OC[C@@H]1CNC(O1)=O